Methyl 2-chloro-5-((4-(2-(4-chlorophenyl)imidazo[1,2-a]pyridin-3-yl)-1H-1,2,3-triazol-1-yl)methyl)benzoate ClC1=C(C(=O)OC)C=C(C=C1)CN1N=NC(=C1)C1=C(N=C2N1C=CC=C2)C2=CC=C(C=C2)Cl